ClC1=C(C=CC=C1Cl)N1CCN(CC1)CCCCOC1=CC=C2CCC(NC2=C1)=O 7-[4-[4-(2,3-dichlorophenyl)-1-piperazinyl]butoxy]-3,4-dihydro-2(1H)-quinolinone